2-(2,2-difluoroethoxy)-6-trifluoromethylbenzenesulfonyl chloride FC(COC1=C(C(=CC=C1)C(F)(F)F)S(=O)(=O)Cl)F